2-[2-(tert-butylamino)ethoxy]Ethanesulfonic acid C(C)(C)(C)NCCOCCS(=O)(=O)O